The molecule is a polyprenyl phospho oligosaccharide that consists of a beta-D-Gal-(1->3)-alpha-D-GlcNAc moiety linked via a diphospho group to ditrans,octacis-undecaprenol. It is a conjugate acid of a beta-D-Gal-(1->3)-alpha-D-GlcNAc-diphospho-ditrans,octacis-undecaprenol(2-). CC(=CCC/C(=C/CC/C(=C/CC/C(=C\\CC/C(=C\\CC/C(=C\\CC/C(=C\\CC/C(=C\\CC/C(=C\\CC/C(=C\\CC/C(=C\\COP(=O)(O)OP(=O)(O)O[C@@H]1[C@@H]([C@H]([C@@H]([C@H](O1)CO)O)O[C@H]2[C@@H]([C@H]([C@H]([C@H](O2)CO)O)O)O)NC(=O)C)/C)/C)/C)/C)/C)/C)/C)/C)/C)/C)C